ClC1=CC=C2C(=N1)C(CC2)N(C(OC(C)(C)C)=O)C Tert-butyl (2-chloro-6,7-dihydro-5H-cyclopenta[b]pyridin-7-yl)(methyl)carbamate